FC1=C2C=NNC2=CC(=C1)N 4-fluoro-1H-indazol-6-amine